CCC(CCC)C(=O)O Hexane-3-carboxylic acid